2-{4-[5-chloro-2-(4-fluoro-1H-pyrazol-1-yl)phenyl]-5-methoxy-2-oxopyridin-1(2H)-yl}-4-methoxybutyric acid ClC=1C=CC(=C(C1)C1=CC(N(C=C1OC)C(C(=O)O)CCOC)=O)N1N=CC(=C1)F